1-(4-fluorophenyl)-2-(2,2,2-trifluoroethoxy)ethan-1-one FC1=CC=C(C=C1)C(COCC(F)(F)F)=O